ClC=1N=C(N2C1C(=NC=C2)Cl)C(C)C2=C(C(=C(C(=C2)Cl)F)C=2C=NC(=CC2)C(F)(F)F)OCC 1,8-dichloro-3-(1-(5-chloro-2-ethoxy-4-fluoro-3-(6-(trifluoromethyl)pyridin-3-yl)phenyl)ethyl)imidazo[1,5-a]Pyrazine